2-[4-benzyloxy-2-[2-(3,4-difluoro-2-methyl-phenoxy)-4-methyl-5-(trifluoromethyl)-3-pyridyl]-1,6-naphthyridin-5-yl]pyrazole-3-carbaldehyde C(C1=CC=CC=C1)OC1=CC(=NC2=CC=NC(=C12)N1N=CC=C1C=O)C=1C(=NC=C(C1C)C(F)(F)F)OC1=C(C(=C(C=C1)F)F)C